2,4-dimethyl-3-ethyl-pyrrole CC=1NC=C(C1CC)C